FC(CN1C(C2=C(C=C(C=C2CC1)C1=CN=C2N1C=CC(=C2)OCCN2CCOCC2)OC)=O)F 2-(2,2-difluoroethyl)-8-methoxy-6-[7-(2-morpholinoethoxy)imidazo[1,2-a]pyridin-3-yl]-3,4-dihydroisoquinolin-1-one